OC[C@H](C)NC(=O)C=1C(NN=C(C1)C=1C=NC(=CC1)C(F)(F)F)=O N-[(2S)-1-Hydroxypropan-2-yl]-3-oxo-6-[6-(trifluoromethyl)pyridin-3-yl]-2,3-dihydropyridazine-4-carboxamide